C(C)(C)OCC1=NN(C2=C3C(=C(C=C12)OCOC)C=CC=C3)C3=CC=CC=C3 3-(isopropoxymethyl)-5-(methoxymethoxy)-1-phenyl-1H-benzo[g]indazole